ClC1=CC=C(CN2N=C3C4=C(CCC3=C2)OC(=C4C)C(=O)NCC=4N(C=CC4)C)C=C1 2-(4-chlorobenzyl)-8-methyl-N-[(1-methyl-1H-pyrrol-2-yl)methyl]-4,5-dihydro-2H-furo[2,3-g]indazole-7-carboxamide